C[C@H](CCCC(C)C)[C@H]1CC[C@@H]2[C@@]1(CC[C@H]3[C@H]2C[C@H]([C@@]4([C@@]3(CC[C@@H](C4)O)C)O)O)C 3b,5a,6b-Cholestanetriol